2-hydroxy-4-methylphenylbenzyl ketone OC1=C(C=CC(=C1)C)C(C1=CC=CC=C1)C(=O)C(C1=CC=CC=C1)C1=C(C=C(C=C1)C)O